ClC=1C=CC=C2C(C=COC12)=O 8-chloro-4-oxo-chromen